ClC1=NN(C=C1S(=O)(=O)C(C)(F)N1CCCCC1)C (1-((3-chloro-1-methyl-1H-pyrazol-4-yl)sulfonyl)-1-fluoroethyl)piperidine